CN1CSCN(C1)C Tetrahydro-3,5-dimethyl-1,3,5-thiadiazine